NCC(=O)NC1=C(C=C(C=C1)F)OC1=C(C=CC(=C1)C)F 2-amino-N-(4-fluoro-2-(2-fluoro-5-methylphenoxy)phenyl)acetamide